1,2-dimethylpropyl methacrylate C(C(=C)C)(=O)OC(C(C)C)C